3-((4-(5-(pyrimidin-4-yl)-4H-1,2,4-triazol-3-yl)tetrahydro-2H-pyran-4-yl)amino)benzoic acid N1=CN=C(C=C1)C=1NC(=NN1)C1(CCOCC1)NC=1C=C(C(=O)O)C=CC1